O[C@@H]1CN(CC1)C(=O)O[C@H]1CC[C@@]2([C@H]3CC[C@@]4([C@H](CC[C@@]4([C@@H]3CC[C@@H]2C1)O)C=1COC(C1)=O)C)C (S)-(3S,5R,8R,9S,10S,13R,14S,17R)-14-hydroxy-10,13-dimethyl-17-(5-oxo-2,5-dihydrofuran-3-yl)hexadecahydro-1H-cyclopenta[a]phenanthren-3-yl 3-hydroxypyrrolidine-1-carboxylate